BrC1=CC(=C(C=C1)C(C(=O)N(C)C)C)NC (4-bromo-2-(methylamino)phenyl)-N,N-dimethylpropionamide